COC1=NC=CN=C1CC(C)C 2-methoxy-3-(2-methylpropyl)-pyrazine